tert-butyl 4-(4-ethoxy-4-oxo-2-(3-(trifluoromethyl)phenyl)butyl)piperidine-1-carboxylate C(C)OC(CC(CC1CCN(CC1)C(=O)OC(C)(C)C)C1=CC(=CC=C1)C(F)(F)F)=O